N1C=C(C2=CC=CC=C12)C=1NC(=C(N1)C(=O)C1=CC(=C(C(=C1)OC([2H])([2H])[2H])OC)OC)[2H] (2-(1H-indol-3-yl)-1H-imidazol-4-yl-5-d)(3,4-dimethoxy-5-(methoxy-d3)phenyl)ketone